1-(N,N-diethylaminoethyl)-3-propylimidazolium tetrafluoroborate F[B-](F)(F)F.C(C)N(CC)CCN1C=[N+](C=C1)CCC